(3S)-3-(4,4-diethyl-2-imino-6-oxo-hexahydropyrimidin-1-yl)-N-[(4S)-2,2-dimethylchroman-4-yl]-2,2-bis(methoxymethyl)-3H-benzofuran-5-carboxamide C(C)C1(NC(N(C(C1)=O)[C@@H]1C(OC2=C1C=C(C=C2)C(=O)N[C@H]2CC(OC1=CC=CC=C21)(C)C)(COC)COC)=N)CC